CN(C(C(=O)C1=CC=C(C=C1)N1CCOCC1)(CC)CC1=CC=CC=C1)C 2-(dimethylamino)-1-(4-(4-morpholinyl)phenyl)-2-(phenylmethyl)-1-butanone